2-(4-Chlorophenyl)-1-(4-fluorophenyl)-2,11-dihydroimidazo[1',5':1,2]pyrido[3,4-b]indol-4-ium chloride [Cl-].ClC1=CC=C(C=C1)N1C=[N+]2C(C=3NC4=CC=CC=C4C3C=C2)=C1C1=CC=C(C=C1)F